COC1=C(C=C(C=C1)B(O)O)COC1=CC=CC=C1 [4-METHOXY-3-(PHENOXYMETHYL)PHENYL]BORANEDIOL